CC1=NC=CC2=C1NC1=CC=CC=C21 1-methyl-pyridino[3,4-b]indol